BrC=1N=C2N(N1)[C@@H](C[C@@H]2F)C2=CC=CC=C2 |r| racemic-cis-2-bromo-7-fluoro-5-phenyl-6,7-dihydro-5H-pyrrolo[1,2-b][1,2,4]triazole